N1(CCCCC1)[2H] piperidine-1-d